3-(cycloocta-1,3,5,7-tetraen-1-yl)acrylamide C1(=CC=CC=CC=C1)C=CC(=O)N